(S)-2-((4-(6-(4-chloro-2-fluorobenzyloxy)pyridin-2-yl)-5,6-dihydropyridin-1(2H)-yl)methyl)-1-(oxetan-2-ylmethyl)-1H-benzo[d]imidazole-6-carbonitrile ClC1=CC(=C(COC2=CC=CC(=N2)C2=CCN(CC2)CC2=NC3=C(N2C[C@H]2OCC2)C=C(C=C3)C#N)C=C1)F